CC1(OB(OC1(C)C)C1=CC=C(C=C1)C1=CN=CS1)C 5-[4-(4,4,5,5-tetramethyl-1,3,2-dioxaborolan-2-yl)phenyl]thiazole